12-chloro-4,6,8,10-tetramethyltridecyloctyloxymethyl ether ClC(CC(CC(CC(CC(CCCC(OCCCCCCCC)OC(CCCC(CC(CC(CC(CC(C)Cl)C)C)C)C)OCCCCCCCC)C)C)C)C)C